OC=1C=C(C=CC1)C(C#N)C(C)=O 2-(3-hydroxyphenyl)-3-oxo-butyronitrile